ClC1=C(C=C(C=C1)C=1N=NN(N1)CC)NC(OC(C)(C)C)=O tert-butyl (2-chloro-5-(2-ethyl-2H-tetrazol-5-yl)phenyl)carbamate